(R)-1-aminoindane hydrochloride Cl.N[C@@H]1CCC2=CC=CC=C12